bis(3-aminopropyl)tetramethoxysilane NCCCC(O[Si](OC)(OC)OC)CCCN